F[B-](F)(F)F.C1(=CC(=CC(=C1)C(=O)N)C(=O)N)C(=O)N benzene-1,3,5-tricarboxamide tetrafluoroborate